[Na].[W].C1(CC1)NS(=O)(=O)C1=CC(=C(C=C1)N1CCCCC1)N N-cyclopropyl-3-amino-4-(piperidin-1-yl)benzenesulfonamide tungsten-sodium